[1-(Azetidin-3-ylmethyl)-6-(5-chloro-1H-pyrazol-4-yl)indol-3-yl]-(6-chlorochroman-3-yl)methanone N1CC(C1)CN1C=C(C2=CC=C(C=C12)C=1C=NNC1Cl)C(=O)C1COC2=CC=C(C=C2C1)Cl